CC=1C=CC=C2C(=NNC12)C1CCN(CC1)C=1C=CC2=C(N=C(O2)N2CCOCC2)C1 5-(4-(7-methyl-1H-indazol-3-yl)piperidin-1-yl)-2-morpholinobenzo[d]oxazole